FC1=C(C(=CC=C1)F)C1=N[C@H](C2=NN=C(N2C=2SC=3OC[C@@H](CCC3C12)F)C)C (7S,14R)-9-(2,6-difluorophenyl)-14-fluoro-3,7-dimethyl-16-oxa-18-thia-2,4,5,8-tetraazatetracyclo[8.8.0.02,6.011,17]octadeca-1(10),3,5,8,11(17)-pentaene